5'-Methyl-2'-(2-((1-(methylsulfonyl)piperidin-4-yl)amino)-5-(trifluoromethyl)pyrimidin-4-yl)spiro[cyclopropane-1,6'-thieno[2,3-c]pyrrol]-4'(5'H)-one CN1C2(C3=C(C1=O)C=C(S3)C3=NC(=NC=C3C(F)(F)F)NC3CCN(CC3)S(=O)(=O)C)CC2